gallium-lithium sulfide [S-2].[Li+].[Ga+3].[S-2]